ClC=1C=2N(C3=C(N1)C=C(N=C3)C(=O)OC)C=CC2 methyl 6-chloropyrido[4,3-e]pyrrolo[1,2-a]pyrazine-3-carboxylate